C1(CCCCC1)NC(=O)C=1C(N(C2=NC=C(C=C2C1O)C1=CC=C(C=C1)F)CCN1CCOCC1)=O N-cyclohexyl-6-(4-fluorophenyl)-4-hydroxy-1-(2-morpholinoethyl)-2-oxo-1,2-dihydro-1,8-naphthyridine-3-carboxamide